(3R,6S)-6-[5-(6-ethylpyridin-3-yl)-1,3,4-oxadiazol-2-yl]oxan C(C)C1=CC=C(C=N1)C1=NN=C(O1)[C@@H]1CCCCO1